t-butyl (S)-2-((7-((3,4-dichlorobenzyl) oxy)-3,4-dihydroisoquinolin-2(1H)-yl) methyl)-1-((oxetan-2-yl) methyl)-1H-benzo[d]imidazole-6-carboxylate ClC=1C=C(COC2=CC=C3CCN(CC3=C2)CC2=NC3=C(N2C[C@H]2OCC2)C=C(C=C3)C(=O)OC(C)(C)C)C=CC1Cl